FC(C[C@@H](CO)NC(=O)C=1C=2C[C@H]3[C@@H](C2N(N1)C1=NC=CC(=C1)Cl)C3)(F)F (1aS,5aS)-2-(4-Chloro-pyridin-2-yl)-1a,2,5,5a-tetrahydro-1H-2,3-diaza-cyclopropa[a]pentalene-4-carboxylic acid ((S)-3,3,3-trifluoro-1-hydroxymethyl-propyl)-amide